2,4-dimethyl-6-(4-(((3S,5R)-3-methyl-5-(4-methyl-1-oxo-1,3-dihydroisobenzofuran-5-yl)piperazin-1-yl)methyl)-2H-1,2,3-triazol-2-yl)nicotinonitrile CC1=C(C#N)C(=CC(=N1)N1N=CC(=N1)CN1C[C@@H](N[C@@H](C1)C=1C(=C2COC(C2=CC1)=O)C)C)C